2-(1H-indazol-7-yl)-2-(piperidin-4-ylidene)acetonitrile dihydrochloride Cl.Cl.N1N=CC2=CC=CC(=C12)C(C#N)=C1CCNCC1